[Si].[Cu](Cl)Cl.[Cs] cesium copper chloride silicon